ClC=1N=NC(=C(N1)N1C[C@@H](CC1)CN1CCC2(CC1)CCC(CC2)NS(=O)(=O)CC)Cl (S)-N-(3-((1-(3,6-dichloro-1,2,4-triazin-5-yl)pyrrolidin-3-yl)methyl)-3-Azaspiro[5.5]undec-9-yl)ethanesulfonamide